2-(2-chlorophenyl)-N-[3-sulfamoyl-4-(tetrahydro-2H-pyran-4-yloxy)phenyl]acetamide ClC1=C(C=CC=C1)CC(=O)NC1=CC(=C(C=C1)OC1CCOCC1)S(N)(=O)=O